N-(4-Bromo-2,6-dimethyl-phenyl)-2-(4-chloro-phenyl)-acetamide BrC1=CC(=C(C(=C1)C)NC(CC1=CC=C(C=C1)Cl)=O)C